C1(CC1)C1=NN(C(=C1)C(F)(F)F)CC(=O)N1[C@@H]([C@@H](CC1)NC(=O)C1=NC=C(N=C1)C)C1=C(C(=CC=C1)OC([2H])([2H])[2H])C N-[(2R,3R)-1-[2-[3-Cyclopropyl-5-(trifluoromethyl)pyrazol-1-yl]acetyl]-2-[2-methyl-3-(trideuteriomethoxy)phenyl]pyrrolidine-3-yl]-5-methyl-pyrazine-2-carboxamide